(R)-(2-(5'-(4-bromothiophene-3-carboxamido)-2'-methoxy-4'-methyl-[1,1'-biphenyl]-4-yl)propyl)carbamic acid tert-butyl ester C(C)(C)(C)OC(NC[C@H](C)C1=CC=C(C=C1)C1=C(C=C(C(=C1)NC(=O)C1=CSC=C1Br)C)OC)=O